N1=C(N=CC=C1)C1=CC=CO1 5-(pyrimidin-2-yl)furan